rac-7-((2r,4s)-4-(cyclopropylmethoxy)-1-((5-methoxy-7-methyl-1H-indol-4-yl)methyl)piperidin-2-yl)-2,3-dihydro-1H-indene-4-carboxylic acid C1(CC1)CO[C@@H]1C[C@@H](N(CC1)CC1=C2C=CNC2=C(C=C1OC)C)C1=CC=C(C=2CCCC12)C(=O)O |r|